6-(4-(difluoromethoxy)phenyl)-2-((3-methylisoxazol-5-yl)methyl)pyridazin-3(2H)-one FC(OC1=CC=C(C=C1)C=1C=CC(N(N1)CC1=CC(=NO1)C)=O)F